Tert-Butyl 4-(7-amino-5,6,7,8-tetrahydroquinolin-3-yl)piperazine-1-carboxylate NC1CCC=2C=C(C=NC2C1)N1CCN(CC1)C(=O)OC(C)(C)C